ClC=1C=C(OCC2CN(CC2)C(C(=O)[O-])(C)C)C=CC1 2-(3-({3-chlorophenoxy}methyl)pyrrolidin-1-yl)-2-methylpropanoate